(±)-3-Amino-N-(3,4-dichlorophenyl)-6,7,8,9-tetrahydro-5H-6,9-epiminocyclohepta[c]pyridine-10-carboxamide NC1=CC2=C(C=N1)C1CCC(C2)N1C(=O)NC1=CC(=C(C=C1)Cl)Cl